COC1=C(NC2=NN(C3=C2C=NC(=C3)C(=O)N3CCOCCC3)CC(F)(F)F)C=CC=C1 [3-(2-methoxyanilino)-1-(2,2,2-trifluoroethyl)pyrazolo[4,3-c]pyridin-6-yl]-(1,4-oxazepan-4-yl)methanone